[C@@H](C)(CC)OC1=NC=2N(C=C1C(=O)NC=1C(N(C=CC1)C1CC1)=O)C=C(N2)C21COC(C2)(C1)CF (R)-7-(sec-Butoxy)-N-(1-cyclopropyl-2-oxo-1,2-dihydropyridin-3-yl)-2-(1-(fluoromethyl)-2-oxabicyclo[2.1.1]Hex-4-yl)imidazo[1,2-a]Pyrimidine-6-carboxamide